N-(((3s,5s,7s)-adamantan-1-yl)carbamoyl)-4-methylbenzenesulfonamide C12(CC3CC(CC(C1)C3)C2)NC(=O)NS(=O)(=O)C2=CC=C(C=C2)C